Methyl 5-((tert-butoxycarbonyl)amino)-4-((7,8-dimethyl-[1,2,4]triazolo[1,5-a]pyridin-6-yl)ethynyl)thiazole-2-carboxylate C(C)(C)(C)OC(=O)NC1=C(N=C(S1)C(=O)OC)C#CC=1C(=C(C=2N(C1)N=CN2)C)C